C(C)(C)(C)OC(=O)[C@](N)(CCCNC(N)=O)C(=O)O 2-(tert-butoxycarbonyl)-N5-carbamoyl-L-ornithine